O=C1NC(CCC1NC1=CC(=C(C=C1F)N1CCN(CC1)C(=O)OC(C)(C)C)F)=O tert-butyl 4-(4-((2,6-dioxopiperidin-3-yl)amino)-2,5-difluorophenyl)piperazine-1-carboxylate